O1CC12CN(CCC2)C(=O)OC(C)(C)C t-butyl 1-oxa-5-azaspiro[2.5]octane-5-carboxylate